C(C)NCCCC[Si](OCCC)(OCCC)OCCC N-ethyl-4-aminobutyltri-n-propoxysilane